C(C1=CC=CC=C1)N1CCC(CC1)NC1=CC2=C(NC(N2)=O)C=C1 5-((1-benzyl-piperidin-4-yl)amino)-1,3-dihydro-2H-benzo[d]imidazol-2-one